(2S,4R)-4-hydroxy-1-[(2R)-3-methyl-2-[3-(2-oxoethoxy)isoxazol-5-yl]butanoyl]-N-[(1S)-1-[4-(2-methylpyrazol-3-yl)phenyl]ethyl]pyrrolidine-2-carboxamide O[C@@H]1C[C@H](N(C1)C([C@H](C(C)C)C1=CC(=NO1)OCC=O)=O)C(=O)N[C@@H](C)C1=CC=C(C=C1)C=1N(N=CC1)C